FC1=C(C=CC=C1C#C[Si](C)(C)C)NC1=NC=NC2=CC=C(C=C12)C1(CN(C1)C(=O)OC(C)(C)C)C tert-butyl 3-(4-((2-fluoro-3-((trimethylsilyl)ethynyl)phenyl)amino)quinazolin-6-yl)-3-methylazetidine-1-carboxylate